4-[8-fluoro-2-{[(2R,7aS)-2-fluorotetrahydro-1H-pyrrolizin-7a(5H)-yl]methoxy}-4-(8-oxa-3-azabicyclo[3.2.1]octan-3-yl)pyrido[4,3-d]pyrimidin-7-yl]-6-methylquinolin-2-ol FC1=C(N=CC2=C1N=C(N=C2N2CC1CCC(C2)O1)OC[C@]12CCCN2C[C@@H](C1)F)C1=CC(=NC2=CC=C(C=C12)C)O